N-(5-oxo-L-prolyl)-L-glutamic acid O=C1CC[C@H](N1)C(=O)N[C@@H](CCC(=O)O)C(=O)O